(S)-N-[(R)-(3-chloro-2-fluoro-6-hydroxy-4-methylphenyl)[1-(5-chloro-6-oxo-1H-pyridine-3-carbonyl)piperidin-4-yl]methyl]-2-methylpropane-2-sulfinamide ClC=1C(=C(C(=CC1C)O)[C@H](N[S@@](=O)C(C)(C)C)C1CCN(CC1)C(=O)C1=CNC(C(=C1)Cl)=O)F